C1(=CC=CC2=CC=CC=C12)NC(CCCCCCNC(C(C(F)(F)F)(O)O)=O)=O N-(naphthalen-1-yl)-7-(3,3,3-trifluoro-2,2-dihydroxypropanamido)heptanamide